ClC=1C(=C2C(=NC1)NC(=N2)C2=CC=C(C=C2)N2CCNC(CC2)=O)NC2CCN(CC2)CC2=CC=C(C=C2)OC 1-[4-(6-Chloro-7-{[1-(4-methoxybenzyl)piperidin-4-yl]amino}-3H-imidazo[4,5-b]pyridin-2-yl)phenyl]-1,4-diazepan-5-one